C(C)(C)(C)OC(=O)N1CC=2N(CC1)N=CC2OC(=O)N2C=CC=1N=C(N=C(C12)C1=CC=NC=C1)N1CCOCC1 5-(tert-butoxycarbonyl)-4,5,6,7-tetrahydropyrazolo[1,5-a]pyrazin-3-yl-2-morpholino-4-(pyridin-4-yl)-5H-pyrrolo[3,2-d]pyrimidine-5-carboxylate